ClC1=CC=C(C=C1)C1=C(CCC(C1)(C)C)CN1CCN(CC1)C(=O)OC(C)(C)C Tert-butyl 4-((2-(4-chlorophenyl)-4,4-dimethylcyclohex-1-enyl)methyl)piperazine-1-carboxylate